3-methylbenzotriazole-5-carboxylic acid CN1N=NC2=C1C=C(C=C2)C(=O)O